N-isopentyl-5-(2-methoxyethoxymethyl)-2-phenyl-1H-indol-7-amine C(CC(C)C)NC=1C=C(C=C2C=C(NC12)C1=CC=CC=C1)COCCOC